tert-butyl (3S)-3-{[(benzyloxy)carbonyl]amino}-3-[2-(2-chloro-6-methylpyridin-3-yl)ethyl]pyrrolidine-1-carboxylate C(C1=CC=CC=C1)OC(=O)N[C@@]1(CN(CC1)C(=O)OC(C)(C)C)CCC=1C(=NC(=CC1)C)Cl